FC([C@H](O)C1=CC=C(C=C1)C(F)(F)F)(F)F (R)-2,2,2-trifluoro-1-(4-(trifluoromethyl)phenyl)ethan-1-ol